C(C)(CC)N1N=CC=2N=C(N=C(C21)N[C@@H](C)C=2C=NC1=CC=CC=C1C2)N2CCN(CC2)C(C)=O 1-{4-[1-sec-butyl-7-((S)-1-quinolin-3-yl-ethylamino)-1H-pyrazolo[4,3-d]pyrimidin-5-yl]-piperazin-1-yl}-ethanone